CSC1=NC=C(C(=N1)OC[C@@H](OC1OCCCC1)C1=CC=CC=C1)C(F)(F)F 2-methylsulfanyl-4-[(2S)-2-phenyl-2-tetrahydropyran-2-yloxy-ethoxy]-5-(trifluoromethyl)pyrimidine